ClC1=C(C=C(C=C1)N1CC(C2=NC(=CC=C21)C(=O)N2[C@H]1CC(C[C@@H]2CC1)CC(=O)O)(C)C)F 2-((1r,5s)-8-(1-(4-chloro-3-fluorophenyl)-3,3-dimethyl-2,3-dihydro-1H-pyrrolo[3,2-b]pyridine-5-carbonyl)-8-azabicyclo[3.2.1]oct-3-yl)acetic acid